(1S,2S)-2-(3-chlorophenyl)-N-(6-(((6-cyclopropyl-8-(2-oxooxazolidin-3-yl)imidazo[1,2-a]pyridin-2-yl)methyl)amino)pyrimidin-4-yl)cyclopropane-1-carboxamide ClC=1C=C(C=CC1)[C@@H]1[C@H](C1)C(=O)NC1=NC=NC(=C1)NCC=1N=C2N(C=C(C=C2N2C(OCC2)=O)C2CC2)C1